CS(=O)(=O)C1=C(C=CC(=C1)C(F)(F)F)C(=O)C(C#N)C(=O)C2CC2 The molecule is a beta-diketone and nitrile resulting from the the degradation of the isoxazole ring of isoxaflutole. The active herbicide of the proherbicide isoxaflutole. It has a role as a herbicide, an agrochemical and an EC 1.13.11.27 (4-hydroxyphenylpyruvate dioxygenase) inhibitor. It is a sulfone, an aromatic ketone, a member of cyclopropanes, a member of (trifluoromethyl)benzenes, a nitrile and a beta-diketone.